1-chloro-4-((2-methoxypyridin-4-yl)methyl)phthalazine ClC1=NN=C(C2=CC=CC=C12)CC1=CC(=NC=C1)OC